BrC=1N=CC(=NC1)N1C[C@@H](CC1)CC=1C(=NC=2N(C1C)N=C(N2)C)C (R)-6-((1-(5-bromopyrazin-2-yl)pyrrolidine-3-yl)methyl)-2,5,7-trimethyl-[1,2,4]Triazolo[1,5-a]Pyrimidine